OC1=C(C(N(C(=C1)C)C)=O)NC(N[C@@H](CC(=O)OCC)C=1C=C(C=C(C1)F)C1=C(C=C(C=C1)F)F)=O ethyl (S)-3-(3-(4-hydroxy-1,6-dimethyl-2-oxo-1,2-dihydropyridin-3-yl)ureido)-3-(2',4',5-trifluoro biphenyl-3-yl)propanoate